FC1=C(C=CC(=C1)C1=NOC(=N1)C(F)(F)F)C(COCC=1N=CSC1)=O 1-(2-fluoro-4-(5-(trifluoromethyl)-1,2,4-oxadiazol-3-yl)phenyl)-2-(thiazol-4-ylmethoxy)ethan-1-one